3-(4-(1H-pyrazol-4-yl)phenyl)-8-(2-ethylbutyl)-1-(3-methoxybenzyl)-1,3,8-triazaspiro[4.5]decan-2-one N1N=CC(=C1)C1=CC=C(C=C1)N1C(N(C2(C1)CCN(CC2)CC(CC)CC)CC2=CC(=CC=C2)OC)=O